C(C(C)C)N1CCC(CC1)NC(C)=O N-(1-isobutylpiperidin-4-yl)acetamide